3-(6-methoxypyridazin-3-yl)benzaldehyde COC1=CC=C(N=N1)C=1C=C(C=O)C=CC1